3-(2-(5-((4-fluoropyridin-2-yl)amino)pentanoylamino)acetylamino)propanoic acid FC1=CC(=NC=C1)NCCCCC(=O)NCC(=O)NCCC(=O)O